BrC1=C(C=CC=C1F)CCC(=O)O 3-(2-bromo-3-fluorophenyl)propanoic acid